1-(4-((4-amino-7-isopropyl-5-(4-(phenylamino)phenyl)-7H-pyrrolo[2,3-d]pyrimidin-6-yl)ethynyl)-piperidin-1-yl)prop-2-en-1-one NC=1C2=C(N=CN1)N(C(=C2C2=CC=C(C=C2)NC2=CC=CC=C2)C#CC2CCN(CC2)C(C=C)=O)C(C)C